FC(C=1C=C(C=CC1)S(=O)(=O)NS(=O)(=O)C1=CC(=CC=C1)C(F)(F)F)(F)F 3-(trifluoromethyl)-N-((3-(trifluoromethyl)phenyl)sulfonyl)benzenesulfonamide